C12(CC3CC(CC(C1)C3)C2)C=2C=C(C=CC2OC)N2C(CC(C3=CC=C(C=C23)C)C)(C)C 1-[3-(1-adamantyl)-4-methoxy-phenyl]-2,2,4,7-tetramethyl-3,4-dihydroquinoline